6,7-difluorooctanamide FC(CCCCC(=O)N)C(C)F